C1=C(C=CC=2C(=CC(=CC12)C(=O)O)C(=O)O)C(=O)O 2,5,7-naphthalene-tricarboxylic acid